3,4-dimethyl-8-[(3S)-3-[(6-methyl-3-pyridinyl)oxy]pyrrolidin-1-yl]pyrimido[4',5':4,5]thieno[2,3-c]pyridazine CC1=C(C2=C(N=N1)SC1=C2N=CN=C1N1C[C@H](CC1)OC=1C=NC(=CC1)C)C